(2S,6S)-6-((4-bromophenoxy)methyl)-2-(ethoxymethyl)-2-methyl-1,4-dioxan BrC1=CC=C(OC[C@@H]2COC[C@](O2)(C)COCC)C=C1